NC=1C=CC(=NC1Cl)C=1C=CC2=C(C=3CN(C(C3C=C2)=O)CC(C(=O)N)=C)C1 2-{[8-(5-amino-6-chloropyridin-2-yl)-3-oxo-1H,2H,3H-benzo[e]isoindol-2-yl]methyl}prop-2-enamide